(2S,3S,5S)-3-{[3-(2-ethyl-4-fluoro-7-hydroxy-1-oxoisoquinolin-6-yl)-1,2,4-triazin-6-yl](methyl)amino}-2-fluoro-8-azabicyclo[3.2.1]octane-8-carboxylic acid tert-butyl ester C(C)(C)(C)OC(=O)N1C2[C@H]([C@H](C[C@@H]1CC2)N(C)C2=CN=C(N=N2)C=2C=C1C(=CN(C(C1=CC2O)=O)CC)F)F